3-fluoro-4-[(3-iodo-2-pyridinyl)oxymethyl]Benzonitrile FC=1C=C(C#N)C=CC1COC1=NC=CC=C1I